3-Amino-6-(4'-chloro-3-cyano-3-methyl-1',2'-dihydrospiro[cyclopentane-1,3'-pyrrolo[2,3-b]pyridin]-5'-yl)-N,N-dimethylpicolinamide NC=1C(=NC(=CC1)C=1C(=C2C(=NC1)NCC21CC(CC1)(C)C#N)Cl)C(=O)N(C)C